C(N)(=O)C=1C(=NC=CC1)OC1=C(C=C(C=C1)CC(=O)NC=1SC(=C(N1)C1=CC(=NC=C1)NC(OC)=O)C)F methyl (4-(2-(2-(4-((3-carbamoylpyridin-2-yl)oxy)-3-fluorophenyl)acetamido)-5-methylthiazol-4-yl)pyridin-2-yl)carbamate